triphenylsulfonium 2,3,5,6-tetrafluoro-4-(methacryloyloxy)benzenesulfonate FC1=C(C(=C(C(=C1F)OC(C(=C)C)=O)F)F)S(=O)(=O)[O-].C1(=CC=CC=C1)[S+](C1=CC=CC=C1)C1=CC=CC=C1